CC(=C)/C=C/C=C(\\C)/C=C The molecule is an alkatetraene that is 1,3,5,7-octatetraene substituted by methyl groups at positions 2 and 6 respectively. It has a role as a metabolite.